C(C)(C)(C)C1=CC(=C(C=C1Cl)C=1NC2=CC=NC=C2C(C1)=O)C 2-(4-(tert-butyl)-5-chloro-2-methylphenyl)-1,6-naphthyridin-4(1H)-one